4-hexylisophthalaldehyde C(CCCCC)C1=C(C=C(C=O)C=C1)C=O